5-(4-((4-((5-(Trifluoromethyl)pyridin-2-yl)amino)piperidin-1-yl)sulfonyl)phenyl)-1H-benzo[d]imidazol-2-amine FC(C=1C=CC(=NC1)NC1CCN(CC1)S(=O)(=O)C1=CC=C(C=C1)C1=CC2=C(NC(=N2)N)C=C1)(F)F